F[P-](F)(F)(F)(F)F.COS(=O)(=O)C=1C=C(C=CC1)[I+]C1=CC(=CC=C1)S(=O)(=O)OC Di-(3-methoxysulfonyl-phenyl)-iodonium hexafluorophosphat